8-isopropyl-2-(2-methylpyridin-4-yl)-5-(4-(trifluoromethyl)benzyl)-2,5,8-triazaspiro[3.5]nonane-6,9-dione C(C)(C)N1CC(N(C2(CN(C2)C2=CC(=NC=C2)C)C1=O)CC1=CC=C(C=C1)C(F)(F)F)=O